C(C)(C)(C)NC(=O)NC(C)(C)C N,N'-di-tert-butyl-urea